5-chloro-4-(6,7-dihydrothieno[3,2-c]pyridin-5(4H)-yl)-N-(2-methoxy-4-(4-(4-methylpiperazin-1-yl)piperidin-1-yl)phenyl)pyrimidin-2-amine ClC=1C(=NC(=NC1)NC1=C(C=C(C=C1)N1CCC(CC1)N1CCN(CC1)C)OC)N1CC2=C(CC1)SC=C2